FC(S(=O)(=O)OC1=NC=CC2=CN=C(C=C12)NC1CCN(CC1)S(=O)(=O)C)(F)F 7-((1-(methylsulfonyl)piperidin-4-yl)amino)-2,6-naphthyridin-1-yl trifluoromethanesulfonate